7-isopropyl-5-(4-phenoxyphenyl)-6-(pyrrolidin-3-ylethynyl)-7H-pyrrolo[2,3-d]pyrimidin-4-amine C(C)(C)N1C(=C(C2=C1N=CN=C2N)C2=CC=C(C=C2)OC2=CC=CC=C2)C#CC2CNCC2